NC1=CC=C(C=C1)OC(C1=CC=C(C=C1)OC)=O.C(C)C1=CC2=C(C3=CC=CC=C3C(=C2C=C1)OC(CCCCCCCCC)=O)OC(CCCCCCCCC)=O 2-ethyl-9,10-bis(n-decanoyloxy)anthracene p-aminophenyl-p-anisate